C(C)(C)(C)N1N=CC(=C1)C(=O)NCC1=NC(=NO1)C=1N=C2N(C=CC=C2N[C@H]2[C@H](CN(CC2)C)F)C1C=C(F)F 1-(tert-butyl)-N-((3-(3-(2,2-difluorovinyl)-8-(((3S,4R)-3-fluoro-1-methylpiperidin-4-yl)amino)imidazo[1,2-a]pyridin-2-yl)-1,2,4-oxadiazol-5-yl)methyl)-1H-pyrazole-4-carboxamide